lauryl-dimethyl-amine oxide (Lauryldimethylaminoxide) C(CCCCCCCCCCC)CN([O-])C.C(CCCCCCCCCCC)[N+](C)(C)[O-]